3-(5-(((3R,4S)-4-fluoropyrrolidin-3-yl)oxy)-1-oxoisoindolin-2-yl)piperidine-2,6-dione F[C@@H]1[C@@H](CNC1)OC=1C=C2CN(C(C2=CC1)=O)C1C(NC(CC1)=O)=O